3-fluorocyclopropane FC1CC1